4-benzyl-2-bromothiophene C(C1=CC=CC=C1)C=1C=C(SC1)Br